N-(3-chloro-5-((1-methyl-1H-pyrazol-4-yl)methyl)phenyl)-1,1-diphenylmethanimine ClC=1C=C(C=C(C1)CC=1C=NN(C1)C)N=C(C1=CC=CC=C1)C1=CC=CC=C1